uranyl fluoride [F-].[U+2](=O)=O.[F-]